FC1CC(NC1)C(F)(F)F 4-fluoro-2-(trifluoromethyl)pyrrolidine